4-methyl-1-(((5-(trifluoromethyl)pyridin-2-yl)methyl)amino)piperazin-2-one CN1CC(N(CC1)NCC1=NC=C(C=C1)C(F)(F)F)=O